ClC1=CC=C(O[C@H](C(=O)NOC2CCC2)C)C=C1 (2S)-2-(4-chlorophenoxy)-N-cyclobutoxypropanamide